C1(CCCCC1)NCCCC 4-Cyclohexylamino-butan